C(C1=CC=CC=C1)OC=1C(C=CN2N(C3N(C(C21)=O)CCOC3)C3C2=C([Se]CC1=C3C=CC(=C1F)F)C=CC=C2)=O 7-(Benzyloxy)-12-(7,8-Difluoro-6,11-Dihydrodibenzo[b,e]Selenepin-11-yl)-3,4,12,12a-Tetrahydro-1H-[1,4]Oxazino[3,4-c]Pyrido[2,1-f][1,2,4]Triazine-6,8-Dione